ClC(C1=NN=C2N1C=C(N=C2)C=2C=NC(=CC2)OC2C(C(C2)(F)F)(F)F)(F)F 3-(chlorodifluoromethyl)-6-(6-(2,2,3,3-tetrafluorocyclobutoxy)pyridin-3-yl)-[1,2,4]Triazolo[4,3-a]Pyrazine